4-chloro-2-cyclopropyl-6-((2-methyl-4,5,6,7-tetrahydrobenzo[d]thiazol-7-yl)oxy)pyrimidine-5-carbonitrile ClC1=NC(=NC(=C1C#N)OC1CCCC=2N=C(SC21)C)C2CC2